(S)-N-(2-chloro-6-fluorophenyl)-4-(3,3-diethyl-1-methylureido)-5-fluoro-2-((1,1,1-trifluoropropan-2-yl)oxy)benzamide ClC1=C(C(=CC=C1)F)NC(C1=C(C=C(C(=C1)F)N(C(=O)N(CC)CC)C)O[C@H](C(F)(F)F)C)=O